(S)-6'-bromo-8-(difluoromethoxy)-3',3',5'-trifluoro-6-(trifluoromethyl)-2'H,3H-spiro[imidazo[1,2-a]pyridine-2,1'-naphthalen]-4'(3'H)-one BrC=1C(=C2C(C(C[C@@]3(C2=CC1)N=C1N(C=C(C=C1OC(F)F)C(F)(F)F)C3)(F)F)=O)F